C1(=CC=C(C=C1)C1=NC(=NC(=N1)C1=CC=C(C=C1)C1=CC=CC=C1)N1C2=CC=CC=C2C2=CC=C3C(=C12)N(C=1C=CC=CC13)C1=CC=CC=C1)C1=CC=CC=C1 11-(4,6-bis(1,1'-biphenyl-4-yl)-1,3,5-triazine-2-yl)-12-phenyl-11H,12H-indolo[2,3-a]carbazole